N-((4-(2-fluoro-4-(trifluoromethyl)phenyl)-4,5,6,7-tetrahydropyrazolo[1,5-a]pyrimidin-6-yl)methyl)acrylamide FC1=C(C=CC(=C1)C(F)(F)F)N1C=2N(CC(C1)CNC(C=C)=O)N=CC2